O=C1NC2(CN(C2)C(=O)NCC23CN4N=CC(=C4CC(C2)C3)C(F)(F)F)CC1 6-oxo-N-[[6-(trifluoromethyl)-3,4-diazatricyclo[7.1.1.03,7]undec-4,6-dien-1-yl]methyl]-2,5-diazaspiro[3.4]octane-2-carboxamide